N-(1-cyanocyclopropyl)-4-[5-(difluoromethyl)-1,3,4-thiadiazol-2-yl]-8-fluoro-2-methyl-quinazoline-6-sulfonamide C(#N)C1(CC1)NS(=O)(=O)C=1C=C2C(=NC(=NC2=C(C1)F)C)C=1SC(=NN1)C(F)F